OC1=CC=CC=C1C 6-hydroxy-1-methylbenzene